8-[1-(2,4-dichloro-phenyl)-2-imidazol-1-yl-ethoxy]-octanoic acid heptyl ester C(CCCCCC)OC(CCCCCCCOC(CN1C=NC=C1)C1=C(C=C(C=C1)Cl)Cl)=O